ClC=1C=C(C=CC1Cl)[C@@H]1N(C[C@H](CC1)C)C(C(=O)NC=1C=C(C=NC1)C(=O)N)=O |r| rac-5-{2-[(2R,5S)-2-(3,4-dichlorophenyl)-5-methylpiperidin-1-yl]-2-oxoacetamido}pyridine-3-carboxamide